Trans-N-(4-{[6-(5-chloro-2-fluorophenyl)-3-[methyl(4,4,4-trifluoro-3-hydroxybutyl)amino]pyridazin-4-yl]amino}pyridin-2-yl)-3-(4-methylpiperazin-1-yl)cyclobutane-1-carboxamide ClC=1C=CC(=C(C1)C1=CC(=C(N=N1)N(CCC(C(F)(F)F)O)C)NC1=CC(=NC=C1)NC(=O)[C@@H]1C[C@H](C1)N1CCN(CC1)C)F